5-((2'-methyl-[1,1'-biphenyl]-4-yl)oxy)-1H-1,2,3-triazole-4-carboxylic acid CC1=C(C=CC=C1)C1=CC=C(C=C1)OC1=C(N=NN1)C(=O)O